BrC=1C(=C(N)C=C(C1)C(F)F)F 3-bromo-5-(difluoromethyl)-2-fluoroaniline